(2R,3S,4R,5R)-5-(3-((benzyloxy)methyl)-2,4-dioxo-3,4-dihydropyrimidin-1(2H)-yl)-2-((diethoxyphosphoryl)methoxy)-4-methoxytetrahydrofuran-3-yl (2-cyanoethyl) diisopropylphosphoramidite C(C)(C)N(P(O[C@@H]1[C@H](O[C@H]([C@@H]1OC)N1C(N(C(C=C1)=O)COCC1=CC=CC=C1)=O)OCP(=O)(OCC)OCC)OCCC#N)C(C)C